(rac)-(2r,4S)-2-((3R,4R)-4-(4-(tert-butyl)phenyl)-3-methylpiperidine-1-carbonyl)-5-azaspiro[3.4]Octane-6-one C(C)(C)(C)C1=CC=C(C=C1)[C@H]1[C@H](CN(CC1)C(=O)C1CC2(C1)NC(CC2)=O)C |r|